C1(CCCC1)NC(=O)N1CCC(CC1)CNC1=C2C=NN(C2=CC(=C1)C1=CC(=NC=C1)F)CCCN1CCOCC1 N-cyclopentyl-4-(((6-(2-fluoropyridin-4-yl)-1-(3-morpholinopropyl)-1H-indazol-4-yl)amino)methyl)piperidine-1-carboxamide